[(tert-butyl)(trimethylsilyl)amino][(2-dimethylamino-1,1-dimethylethyl)(trimethylsilyl)amino]cobalt C(C)(C)(C)N([Si](C)(C)C)[Co]N([Si](C)(C)C)C(CN(C)C)(C)C